trans-(5'S,7a'R)-5'-(3,5-difluorophenyl)-3-[(3-fluoropyridin-2-yl)oxy]tetrahydro-3'H-spiro[cyclobutane-1,2'-pyrrolo[2,1-b][1,3]oxazol]-3'-one FC=1C=C(C=C(C1)F)[C@@H]1CC[C@H]2OC3(C(N21)=O)CC(C3)OC3=NC=CC=C3F